3-sulfopropyltetradecyldimethyl-ammonium S(=O)(=O)(O)CCC[N+](C)(C)CCCCCCCCCCCCCC